1-[[bis(4-fluorophenyl)methylsilyl]methyl]-1H-1,2,4-triazole FC1=CC=C(C=C1)C(C1=CC=C(C=C1)F)[SiH2]CN1N=CN=C1